2-(2-pyridinyl)quinazolin-4(3H)-one N1=C(C=CC=C1)C1=NC2=CC=CC=C2C(N1)=O